((R)-((((2R,3S,4R,5R)-5-(4-aminopyrrolo[2,1-f][1,2,4]triazin-7-yl)-5-cyano-3,4-dihydroxytetrahydrofuran-2-yl) methoxy) (phenoxy) phosphoryl) amino) propanoate C(CC)(=O)ON[P@](=O)(OC1=CC=CC=C1)OC[C@H]1O[C@@]([C@@H]([C@@H]1O)O)(C#N)C1=CC=C2C(=NC=NN21)N